O[C@@H]1[C@H]([C@@H](O[C@@H]([C@H]1O)NC=1C2=C(N=CN1)C=C(N2)C)C)NC(=O)[C@@H]2N(CCC2)C(=O)OC(C)(C)C tert-butyl (2R)-2-[[(2S,3R,4R,5S,6S)-4,5-dihydroxy-2-methyl-6-[(6-methyL-5H-pyrrolo[3,2-d]pyrimidin-4-yl)amino]tetrahydropyran-3-yl]carbamoyl]pyrrolidine-1-carboxylate